FC1=C(C=CC(=C1F)OCC(C)(C)O)C=1C(CC(NN1)=O)C 6-[2,3-difluoro-4-(2-hydroxy-2-methylpropoxy)phenyl]-5-methyl-4,5-dihydro-2H-pyridazin-3-one